5-((2-cyclopropyl-6-iodo-3,4-dihydroquinolin-1(2H)-yl)sulfonyl)-2-((tetrahydro-2H-pyran-4-yl)methoxy)benzoic acid methyl ester COC(C1=C(C=CC(=C1)S(=O)(=O)N1C(CCC2=CC(=CC=C12)I)C1CC1)OCC1CCOCC1)=O